6-tert-Butyl-N-[(6-methoxy-2-pyridyl)sulfonyl]-2-(2,4,6-trimethylphenoxy)pyridin-3-carboxamid C(C)(C)(C)C1=CC=C(C(=N1)OC1=C(C=C(C=C1C)C)C)C(=O)NS(=O)(=O)C1=NC(=CC=C1)OC